C(C)(=O)OC[C@@H](N)CC1=CC=CC=C1 O-acetyl-L-phenylalaninol